(S)-2-(tert-butyl)-5-(4-(4-(difluoromethyl)pyrazolo[1,5-a]pyridin-2-yl)-6,7-dihydro-1H-imidazo[4,5-c]pyridin-5(4H)-yl)-1,3,4-oxadiazole C(C)(C)(C)C=1OC(=NN1)N1[C@@H](C2=C(CC1)NC=N2)C2=NN1C(C(=CC=C1)C(F)F)=C2